FC1=C(C(=CC(=C1)C=1C2=C(C(N(C1)C)=O)NN=C2)OC)CN2CCN(CC2)C(CC2CCN(CC2)C2=CC=C(NC1C(NC(CC1)=O)=O)C=C2)=O 3-[4-[4-[2-[4-[[2-fluoro-6-methoxy-4-(6-methyl-7-oxo-1H-pyrazolo[3,4-c]pyridin-4-yl)phenyl]methyl]piperazin-1-yl]-2-oxo-ethyl]-1-piperidyl]anilino]piperidine-2,6-dione